3,4-diaminobenzamide NC=1C=C(C(=O)N)C=CC1N